FC=1C=C(C=CC1)C1=C(N=C2N1COC1=C2C=NC=C1)C1=CC=C(CN2CCC(CC2)NC2=NC(=NC=C2)C#N)C=C1 4-((1-(4-(3-(3-Fluorophenyl)-5H-imidazo[1,2-c]pyrido[3,4-e][1,3]oxazin-2-yl)benzyl)piperidin-4-yl)amino)pyrimidine-2-carbonitrile